4-bromo-N-[(4-fluorophenyl)methyl]-N-[[4-(2-methylpropyloxy)phenyl]methyl]pyridin-2-amine BrC1=CC(=NC=C1)N(CC1=CC=C(C=C1)OCC(C)C)CC1=CC=C(C=C1)F